3-(4-bromo-1-(2,5-difluorophenyl)but-3-yn-1-yl)-6-chloro-1-methylpyridin-2(1H)-one BrC#CCC(C1=C(C=CC(=C1)F)F)C=1C(N(C(=CC1)Cl)C)=O